5-((6-Chloro-1-methyl-1H-pyrazolo[3,4-d]pyrimidin-4-yl)aminomethyl)thiophene-2-sulfonamide ClC1=NC(=C2C(=N1)N(N=C2)C)NCC2=CC=C(S2)S(=O)(=O)N